ClC1=C(C=CC=C1)CC(=O)NC1=CC(=NC=C1)N(C(C)=O)C1=CC(=CC=C1)C#N N-{4-[2-(2-chlorophenyl)acetylamino]pyridin-2-yl}-N-(3-cyanophenyl)acetamide